(R)-N3'-(2-aminoethyl)-4'-(4-(2-chloro-4-(trifluoromethyl)benzoyl)-2-ethylpiperazin-1-yl)-N2-methyl-[1,1'-biphenyl]-2,3'-dicarboxamide NCCNC(=O)C=1C=C(C=CC1N1[C@@H](CN(CC1)C(C1=C(C=C(C=C1)C(F)(F)F)Cl)=O)CC)C=1C(=CC=CC1)C(=O)NC